CC1N(S(C=2C1=C(C=CC2)C(=O)[O-])(=O)=O)C(C)(C)C methyl-2-(tert-butyl)-2,3-dihydrobenzo[d]isothiazole-4-carboxylate 1,1-dioxide